O1C=CCC2=C1C=CC=C2 4H-1-benzopyran